[Pd](Cl)Cl.C1(=CC=CC=C1)P(=O)(C1=CC=CC=C1)CCP(=O)(C1=CC=CC=C1)C1=CC=CC=C1 [1,2-bis(diphenylphosphoryl)ethane] palladium dichloride